OCC1CN(C2CNC12)C(=O)[O-] 4-hydroxymethyl-2,6-diazabicyclo[3.2.0]Heptane-2-carboxylate